Cl.O=C1NC2=C(S(C3=C1C=CC=C3)(=O)=O)C=CC(=C2)C(=O)NCC2=CN=C(S2)C2CCNCC2 11-oxo-N-((2-(piperidin-4-yl)thiazol-5-yl)methyl)-10,11-dihydrodibenzo[b,f][1,4]thiazepine-8-carboxamide 5,5-dioxide hydrochloride